N-((R)-4,4-difluoro-1-methylpyrrolidin-3-yl)-5-(1-((S)-1-fluoropropan-2-yl)-1H-benzo[d][1,2,3]triazol-6-yl)-4-methoxypyrrolo[2,1-f][1,2,4]triazin-2-amine FC1([C@@H](CN(C1)C)NC1=NN2C(C(=N1)OC)=C(C=C2)C=2C=CC1=C(N(N=N1)[C@H](CF)C)C2)F